CO[Si](CCCNC(O)=O)(OC)OC 3-(trimethoxysilyl)propylcarbamic acid